2-(4-aminophenyl)morpholine NC1=CC=C(C=C1)C1CNCCO1